O=C1NC(CC[C@H]1N1CC2=CC=C(C(=C2C1=O)F)CNC(OC1CC(C1)N1C(=NC2=C1C=CC=C2)C(F)(F)F)=O)=O (1r,3r)-3-(2-(trifluoromethyl)-1H-benzo[d]imidazol-1-yl)cyclobutyl ((2-(2,6-dioxopiperidin-3-yl)-4-fluoro-3-oxoisoindolin-5-yl)methyl)carbamate